3-(3-hydroxypropyl)-2-(1H-indol-2-yl)quinazolin OCCCN1C(N=C2C=CC=CC2=C1)C=1NC2=CC=CC=C2C1